6-(4-fluorophenyl)-1-[(1-methyltriazol-4-yl)methyl]-3H-imidazo[4,5-b]Pyridine FC1=CC=C(C=C1)C=1C=C2C(=NC1)NCN2CC=2N=NN(C2)C